(E)-N-(2-fluoro-6-methylphenyl)-3-(1H-indazol-6-yl)acrylamide FC1=C(C(=CC=C1)C)NC(\C=C\C1=CC=C2C=NNC2=C1)=O